C(C)N1C(C2=C3C(C(=CC=C13)NC(CC1=CC=C(C=C1)C)=O)=CC=C2)=O N-(1-ethyl-2-oxo-1,2-dihydrobenzo[cd]indol-6-yl)-2-(p-tolyl)acetamide